(S)-N-(5-(3-cyanoimidazo[1,2-b]pyridazin-6-yl)-2-methylphenyl)-3-phenylisoxazolidine C(#N)C1=CN=C2N1N=C(C=C2)C=2C=CC(=C(C2)N2OCC[C@H]2C2=CC=CC=C2)C